1-(benzyl-(2-hydroxyethyl)amino)-2-((2-ethylhexyl)oxy)ethanol tert-butyl-(1-(4-nitro-2-((4-((2-(piperidin-1-yl)ethyl)carbamoyl)phenyl)ethynyl)phenyl)piperidin-3-yl)carbamate C(C)(C)(C)N(C(=O)OC(COCC(CCCC)CC)N(CCO)CC1=CC=CC=C1)C1CN(CCC1)C1=C(C=C(C=C1)[N+](=O)[O-])C#CC1=CC=C(C=C1)C(NCCN1CCCCC1)=O